1-methylimidazole manganese [Mn].CN1C=NC=C1